The molecule is an organic sodium salt derivative of toluene-4-sulfonamide with a chloro substituent in place of an amino hydrogen. It has a role as an antifouling biocide, a disinfectant and an allergen. It contains a chloro(p-tolylsulfonyl)azanide. CC1=CC=C(C=C1)S(=O)(=O)[N-]Cl.[Na+]